ClC=1C=C(CC2=NN(C3=NC=NC(=C32)NC(OC(C)(C)C)=O)[C@@H]3C[C@H](C3)O)C=CC1 tert-butyl (3-(3-chlorobenzyl)-1-((trans)-3-hydroxycyclobutyl)-1H-pyrazolo-[3,4-d]pyrimidin-4-yl)carbamate